N1(CCCCC1)C(COC1=NC=CC(=C1)B1OC(C(O1)(C)C)(C)C)=O 1-(piperidin-1-yl)-2-((4-(4,4,5,5-tetramethyl-1,3,2-dioxaborolan-2-yl)pyridin-2-yl)oxy)ethan-1-one